C(C)(C)(C)OC(=O)N[C@@H](C(=O)OC)CI Methyl (S)-2-((tert-butoxycarbonyl)amino)-3-iodopropionate